methyl [5,8-dioxo-6-(propan-2-yl)-2-(tetrahydro-2H-pyran-4-yl)-5,6,7,8-tetrahydro-4H-pyrazolo[1,5-a]pyrrolo[3,4-d]pyrimidin-4-yl]acetate O=C1N(CC2=C1N(C=1N(C2=O)N=C(C1)C1CCOCC1)CC(=O)OC)C(C)C